ClC1=C(C=CC=C1)NC(=S)NC(OCC)=O ethyl N-[(2-chlorophenyl)carbamothioyl]carbamate